5-nitro-2-(1-piperidinyl)pyridine [N+](=O)([O-])C=1C=CC(=NC1)N1CCCCC1